COC(=O)C1=NSC(=N1)N 5-amino-1,2,4-thiadiazole-3-carboxylic acid methyl ester